C(CCCCCCCCCCCCCCCCCCCCC)(=O)O.OCC(O)CO monoglycerin behenate